8'-fluoro-2',5'-dimethyl-5'H-spiro[cyclopropane-1,4'-[1,2,4]triazolo[1,5-a]quinoxalin]-6'-amine FC=1C=C(C=2N(C3(C=4N(C2C1)N=C(N4)C)CC3)C)N